NC1=CC=C(C=C1)C1=CCC(C=C1)(C1=CC=CC=C1)N 4,4'-diamino-p-terphenyl